(S)-4-benzyl 1-tert-butyl 2-((4-(methylsulfonyl)phenoxy)methyl)piperazine-1,4-dicarboxylate CS(=O)(=O)C1=CC=C(OC[C@H]2N(CCN(C2)C(=O)OCC2=CC=CC=C2)C(=O)OC(C)(C)C)C=C1